(E)-6-((2-(dimethylamino)ethyl)amino)-3-hydroxypyridineformaldoxime CN(CCNC1=CC=C(C(=N1)\C=N\O)O)C